C(#N)C=1C=C(C=CC1)C=1C(=NC2=CC=CC=C2N1)N1CC(CC1)C(=O)OC(C)(C)C tert-butyl 1-(3-(3-cyanophenyl)quinoxalin-2-yl)pyrrolidine-3-carboxylate